3-(5-ethynyl-3-methyl-2-oxo-benzimidazol-1-yl)piperidine-2,6-dione C(#C)C1=CC2=C(N(C(N2C)=O)C2C(NC(CC2)=O)=O)C=C1